tert-butyl 3-({[6-(trifluoromethyl)pyridin-2-yl]formohydrazido}carbonyl)piperidine-1-carboxylate FC(C1=CC=CC(=N1)C(=O)NNC(=O)C1CN(CCC1)C(=O)OC(C)(C)C)(F)F